dimethyl 2-cyanosuccinate C(#N)C(C(=O)OC)CC(=O)OC